ClC1=C(C=CC=C1C=1N=C2N(C(C1)=O)C=C(C=C2C)OCCCN(C(OC(C)(C)C)=O)C)C2=C(C(=CC=C2)C=2N=C1N(C(C2)=O)C=C(C=C1C)OCCCN(C(OC(C)(C)C)=O)C)Cl Di-tert-butyl ((((2,2'-dichloro-[1,1'-biphenyl]-3,3'-diyl)bis(9-methyl-4-oxo-4H-pyrido[1,2-a]pyrimidine-2,7-diyl))bis(oxy))bis(propane-3,1-diyl))bis(methylcarbamate)